2-(5-bromothiophen-2-yl)-3-hydroxy-7-methoxy-4H-benzopyran-4-one BrC1=CC=C(S1)C=1OC2=C(C(C1O)=O)C=CC(=C2)OC